BrC=1C(=C(C=2N(C3=CC=CC=C3C2C1)C=C)Br)Br tribromo-N-vinyl-carbazole